(1s,3r)-3-acetamido-N-(5-chloro-4-(5-(4-hydroxybutyl)-1H-pyrazol-4-yl)pyridin-2-yl)cyclohexanecarboxamide C(C)(=O)N[C@H]1C[C@H](CCC1)C(=O)NC1=NC=C(C(=C1)C=1C=NNC1CCCCO)Cl